FC1=CC=C(CN(C(=O)NCC2=CC=C(C=C2)OCC(C)C)C[C@@H]2CN(CC2)C)C=C1 (S)-1-(4-fluorobenzyl)-1-((1-methylpyrrolidin-3-yl)methyl)-3-(4-isobutoxybenzyl)urea